methyl 4-((2R,3S,4S,5R)-3-(3,4-difluoro-2-((1-methylazetidin-3-yl)oxy)phenyl)-4,5-dimethyl-5-(trifluoromethyl)tetrahydrofuran-2-carboxamido)picolinate FC=1C(=C(C=CC1F)[C@H]1[C@@H](O[C@]([C@H]1C)(C(F)(F)F)C)C(=O)NC1=CC(=NC=C1)C(=O)OC)OC1CN(C1)C